tert-butyl (S)-3-((5-methyl-4,5,6,7-tetrahydrothiazolo[5,4-c]pyridin-2-yl)carbamoyl)pyrrolidine-1-carboxylate CN1CC2=C(CC1)N=C(S2)NC(=O)[C@@H]2CN(CC2)C(=O)OC(C)(C)C